2-[[4-[6-[(4-cyano-2-fluoro-phenyl)methoxy]-2-pyridyl]-2,5-difluorophenyl]methyl]-7-iodo-3-(2-methoxyethyl)benzimidazole-5-carboxylic acid C(#N)C1=CC(=C(C=C1)COC1=CC=CC(=N1)C1=CC(=C(C=C1F)CC=1N(C2=C(N1)C(=CC(=C2)C(=O)O)I)CCOC)F)F